ClC1=NC(=C(C(=N1)Cl)OCCN(C(OC(C)(C)C)=O)C)NCCC1=CNC2=CC=CC=C12 tert-butyl N-[2-[2,4-dichloro-6-[2-(1H-indol-3-yl)ethylamino]pyrimidin-5-yl]oxyethyl]-N-methyl-carbamate